OCC1(CNC1)NC(OC(C)(C)C)=O tert-butyl 3-(hydroxymethyl)azetidin-3-ylcarbamate